ClC1=CC(=NC=N1)C1=CC(=NN1)C1=CC=C(N(C)C)C=C1 4-[5-(6-chloropyrimidin-4-yl)-1H-pyrazol-3-yl]-N,N-dimethylaniline